Kalium azid [N-]=[N+]=[N-].[K+]